ClC=1C=CC2=C(N(CN(S2(=O)=O)[C@@H]([C@H](C)C2=C(C(=CC=C2F)C)C)C2=NNC(O2)=O)CCF)C1 5-((1S,2R)-1-(6-chloro-4-(2-fluoroethyl)-1,1-dioxido-3,4-dihydro-2H-benzo[e][1,2,4]thiadiazin-2-yl)-2-(6-fluoro-2,3-dimethylphenyl)propyl)-1,3,4-oxadiazol-2(3H)-one